tert-butyl (4-((tert-butyldiphenylsilyl)oxy)-6-(3-((3-(vinylsulfonamidomethyl)phenyl)amino)prop-1-yn-1-yl)benzo[d]thiazol-2-yl)carbamate [Si](C1=CC=CC=C1)(C1=CC=CC=C1)(C(C)(C)C)OC1=CC(=CC2=C1N=C(S2)NC(OC(C)(C)C)=O)C#CCNC2=CC(=CC=C2)CNS(=O)(=O)C=C